2-((3-methyl-1-(1-methylpyrrolidin-3-yl)-1H-pyrazol-4-yl)amino)-4-((3-(5-oxo-1,4-oxazepan-4-yl)propyl)amino)pyrimidine-5-carbonitrile CC1=NN(C=C1NC1=NC=C(C(=N1)NCCCN1CCOCCC1=O)C#N)C1CN(CC1)C